N-tert-butyl-3-oxo-4-azaandrostane-1,5-diene-17beta-formamide C(C)(C)(C)NC(=O)[C@@H]1[C@]2(C)[C@@H](CC1)[C@@H]1CC=C3NC(C=C[C@]3(C)[C@H]1CC2)=O